2-(cyclopropyldifluoromethyl)-N-(1-methoxy-4-(methylsulfonyl)but-3-en-2-yl)-4-phenoxypyrimidine-5-carboxamide C1(CC1)C(C1=NC=C(C(=N1)OC1=CC=CC=C1)C(=O)NC(COC)C=CS(=O)(=O)C)(F)F